Dicyclohexyl-5-(3-methyl-1,2,4-oxadiazol-5-yl)pyridine-2,3-diamine C1(CCCCC1)C1=C(C(=C(C(=N1)N)N)C1CCCCC1)C1=NC(=NO1)C